dimethyl-methoxy(2-isopropenylphenyl)silane C[Si](C1=C(C=CC=C1)C(=C)C)(OC)C